2-(2,3-Dihydro-[1,4]dioxino[2,3-b]pyridin-2-ylmethoxy)-9-(4-hydroxy-but-1-ynyl)-6,7-dihydro-pyrimido[6,1-a]isoquinolin-4-one O1C(COC2=NC=CC=C21)COC2=NC(N1C(C3=CC=C(C=C3CC1)C#CCCO)=C2)=O